2,5-dimethyl-1,4-diaminobenzene CC1=C(C=C(C(=C1)N)C)N